OC1=C(C=CC(=C1)F)C1=C(CCC2N(CCCC2)C)C=CC=C1 2-[2-(2-hydroxy-4-fluorophenyl)-phenethyl]-N-methylpiperidine